3-((8-methoxy-2-(6-methoxypyridin-3-yl)-2,3-dihydrobenzo[b][1,4]dioxin-6-yl)methyl)-6-(3-methoxyazetidin-1-yl)pyrazolo[1,5-a]pyrimidine COC1=CC(=CC2=C1OC(CO2)C=2C=NC(=CC2)OC)CC=2C=NN1C2N=CC(=C1)N1CC(C1)OC